tert-butyl (9-(5-bromopyrazin-2-yl)-3-(4-methylthiazol-2-yl)-3,9-diazaspiro[5.5]undec-1-yl)carbamate BrC=1N=CC(=NC1)N1CCC2(CCN(CC2NC(OC(C)(C)C)=O)C=2SC=C(N2)C)CC1